O=C1N(CC2N1CCCC2)C2CN(CCC2)C=2N=CC(=NC2)C(=O)N 5-(3-(3-oxohexahydroimidazo[1,5-a]pyridine-2(3H)-yl)piperidin-1-yl)pyrazine-2-carboxamide